(S)-2-amino-1-(6,7-dihydrothiazolo[5,4-c]pyridin-5(4H)-yl)-3-(3-fluoro-4-((3-methyl-1H-pyrrolo[2,3-b]pyridin-4-yl)oxy)phenyl)propan-1-one N[C@H](C(=O)N1CC2=C(CC1)N=CS2)CC2=CC(=C(C=C2)OC2=C1C(=NC=C2)NC=C1C)F